CN1C2(CN(C2)C(=O)OC(C)(C)C)CNCC1 tert-Butyl 5-methyl-2,5,8-triazaspiro[3.5]nonane-2-carboxylate